N-(3-(3,4-dihydroisoquinolin-2(1H)-yl)-2-hydroxypropyl)-3-(piperazin-1-yl)benzamide C1N(CCC2=CC=CC=C12)CC(CNC(C1=CC(=CC=C1)N1CCNCC1)=O)O